C(#N)C1=CC(=C(OCC2=CC=CC(=N2)OC2CCN(CC2)CC(=O)N)C=C1)F 2-(4-((6-((4-cyano-2-fluorophenoxy)methyl)pyridin-2-yl)oxy)piperidine-1-yl)acetamide